N1=CN=C2NC=NC2=C1C=1C(=NC=CC1)NC=1C=C(C=CC1C)NC(C1=CC(=NC=C1)C1(CCC1)C#N)=O N-(3-((3-(9H-purin-6-yl)pyridin-2-yl)amino)-4-methylphenyl)-2-(1-cyanocyclobutyl)isonicotinamide